2-pentyl-2-propyl-1,3-propanediol C(CCCC)C(CO)(CO)CCC